ClC=1C(=NC(=NC1)NC1=CC(=CC(=C1)OC)OC)NC1=C(C=CC=C1)S(=O)(=O)C(C)C 5-chloro-N2-(3,5-dimethoxyphenyl)-N4-(2-(isopropylsulfonyl)phenyl)pyrimidine-2,4-diamine